(R)-2-amino-2-methyl-hex-5-enoic acid methyl ester COC([C@](CCC=C)(C)N)=O